3-(2-methyl-2-phenethyl-1,3-dioxolan-4-yl)-1-phenylbutan-1-one CC1(OCC(O1)C(CC(=O)C1=CC=CC=C1)C)CCC1=CC=CC=C1